COC1=CC=C(CN(C=2N=C(C=C3C=C(N=CC23)NC(=O)[C@H]2[C@H](C2)F)C=2C=NC=CC2CO)CC2=CC=C(C=C2)OC)C=C1 (1S,2S)-N-(8-(bis(4-methoxybenzyl)amino)-6-(4-(hydroxymethyl)pyridin-3-yl)-2,7-naphthyridin-3-yl)-2-fluorocyclopropanecarboxamide